COC(=O)C1=CC(=NC2=C1N=CN=C2Cl)Cl.ClC=2C=C(C=1N=CN=C(C1N2)N[C@@H]2CN(CCC2(F)F)C(=O)OC(C)(C)C)C(=O)OC (3R)-tert-butyl 3-[[6-chloro-8-(methoxycarbonyl) pyrido[3,2-d]pyrimidin-4-yl] amino]-4,4-difluoropiperidine-1-carboxylate methyl-4,6-dichloropyrido[3,2-d]pyrimidine-8-carboxylate